1,3,5-tris(4-fluorophenyl)benzene FC1=CC=C(C=C1)C1=CC(=CC(=C1)C1=CC=C(C=C1)F)C1=CC=C(C=C1)F